trimethyl-n-octylammonium methyl-carbonate salt COC([O-])=O.C[N+](CCCCCCCC)(C)C